aluminum tris[methylphosphonate] salt CP([O-])([O-])=O.CP([O-])([O-])=O.CP([O-])([O-])=O.[Al+3].[Al+3]